ClC=1C=C(CC2=CC(=NC=C2)NC(OCCCC)=O)C=CC1 butyl 4-(3-chlorobenzyl)pyridin-2-ylcarbamate